4-(hydroxymethyl)-7-(5-isopropoxythiazol-2-yl)-2,3-dihydrobenzofuran OCC1=CC=C(C2=C1CCO2)C=2SC(=CN2)OC(C)C